(S)-1-(1-(2-chloro-6-fluoro-3-hydroxybenzyl)-3,4-dimethyl-2-oxo-1,2,3,4-tetrahydroquinazolin-7-yl)-3-(1H-indol-3-yl)urea ClC1=C(CN2C(N([C@H](C3=CC=C(C=C23)NC(=O)NC2=CNC3=CC=CC=C23)C)C)=O)C(=CC=C1O)F